C(C)(C)(C)OC(N[C@@H]1CN(CC1)CCCF)=O (S)-(1-(3-fluoropropyl)pyrrolidin-3-yl)carbamic acid tert-butyl ester